FC(CC(CCCCCCCCCO)I)(C(C(C(F)(F)F)(F)F)(F)F)F 12,12,13,13,14,14,15,15,15-nonafluoro-10-iodopentadecan-1-ol